1-(3-((7-methoxy-4-(naphthalen-2-ylamino)quinazolin-6-yl)oxy)-9-aza-bicyclo[3.3.1]nonan-9-yl)prop-2-yn-1-one COC1=C(C=C2C(=NC=NC2=C1)NC1=CC2=CC=CC=C2C=C1)OC1CC2CCCC(C1)N2C(C#C)=O